(difluoro(2-(((3S,6S,7aR,8aS,9aR)-5-oxo-3-(3-(m-tolyl)azetidine-1-carbonyl)decahydro-1H-cyclopropa[d]pyrrolo[1,2-a]azocin-6-yl)carbamoyl)benzo[b]thiophen-5-yl)methyl)phosphonic acid FC(C1=CC2=C(SC(=C2)C(N[C@H]2C[C@@H]3[C@H](C[C@@H]4N(C2=O)[C@@H](CC4)C(=O)N4CC(C4)C=4C=C(C=CC4)C)C3)=O)C=C1)(F)P(O)(O)=O